C[Si]([O-])(C)C.[Na+] sodium TRIMETHYL-silanolate